OC1=C(C=CC(=C1)OCCOCCOCCOCCOC)C=1SC[C@@](N1)(C(=O)O)C (S)-4,5-dihydro-2-[2-hydroxy-4-(3,6,9,12-tetraoxatridecyloxy)phenyl]-4-methyl-4-thiazolecarboxylic acid